P(=S)(OCCCCCOC(C=C)=O)(O)O acryloxypentyl dihydrogen thiophosphate